2-((4-((4-((tert-butoxycarbonyl) amino) benzyl) amino) quinolin-3-yl) amino)-2-oxoethyl acetate C(C)(=O)OCC(=O)NC=1C=NC2=CC=CC=C2C1NCC1=CC=C(C=C1)NC(=O)OC(C)(C)C